2-(3-(3-(1,1-difluoroethyl)cyclopentyl)phenyl)-4,4,5,5-tetramethyl-1,3,2-dioxaborolane FC(C)(F)C1CC(CC1)C=1C=C(C=CC1)B1OC(C(O1)(C)C)(C)C